t-Butyl peroxybenzoate (tert-Butyl-peroxybenzoate) C(C)(C)(C)C1=C(C(=O)OO)C=CC=C1.C(C1=CC=CC=C1)(=O)OOC(C)(C)C